((3-(1-benzyl-3-(4-methylbenzyl)-2,5-dioxoimidazolin-4-yl)propionylamino)methyl)-N-hydroxybenzamide C(C1=CC=CC=C1)N1C(N(C(C1=O)CCC(=O)NCC1=C(C(=O)NO)C=CC=C1)CC1=CC=C(C=C1)C)=O